(S)-4-(2-(3-((2-bromoacetoxy)methyl)-4-(cyclopropylmethoxy)-benzoyloxy)-2-(3-(cyclopropylmethoxy)-4-(difluoromethoxy)phenyl)ethyl)-3,5-dichloropyridine 1-oxide BrCC(=O)OCC=1C=C(C(=O)O[C@@H](CC2=C(C=[N+](C=C2Cl)[O-])Cl)C2=CC(=C(C=C2)OC(F)F)OCC2CC2)C=CC1OCC1CC1